Cl.BrCCCOC(C1=CC(=C(C(=C1)OC)OC)OCCCC(CCN1CCNCCC1)OCC1=CC=CC=C1)=O 3-{[4-(benzyloxy)-6-(1,4-diazepan-1-yl)hexyl]oxy}-4,5-dimethoxybenzoic acid 3-bromopropyl ester hydrochloride